C(C)(C)(C)OC(=O)N1C(C(CCC1)C1=CC=2C(=NC=CC2NC=2C=CC3=C(N=CS3)C2F)S1)C 3-(4-((4-fluorobenzo[d]thiazol-5-yl)amino)thieno[2,3-b]pyridin-2-yl)-2-methyl-piperidine-1-carboxylic acid tert-butyl ester